ClC1=C(C=CC(=C1)F)S(=O)(=O)N1CCC(CC1)C(=O)NC=1SC2=C(N1)C(=CC(=C2)C)C 1-((2-chloro-4-fluorophenyl)sulfonyl)-N-(4,6-dimethylbenzo[d]thiazol-2-yl)piperidine-4-carboxamide